propyl thiosulfinate S(=S)OCCC